N1(N=NC=C1)C[C@@H]1C[C@H](CN1C#N)NC(=O)C=1OC(=NN1)C1=CC(=CC=C1)OC(F)(F)F N-((3R,5S)-5-((1H-1,2,3-Triazol-1-yl)methyl)-1-cyanopyrrolidin-3-yl)-5-(3-(trifluoromethoxy)phenyl)-1,3,4-oxadiazole-2-carboxamide